butoxycarbonyl-N-[4-methyl-5-(4,4,5,5-tetramethyl-1,3,2-dioxaborolan-2-yl)-3-pyridyl]carbamate C(CCC)OC(=O)N(C([O-])=O)C=1C=NC=C(C1C)B1OC(C(O1)(C)C)(C)C